rac-5-(4-chloro-2-methyl-2H-indazol-5-yl)-2-[(1R,6S)-3,9-diaza-bicyclo[4.2.1]nonan-9-yl]-3-methyl-3H,4H,7H-pyrrolo[2,3-d]pyrimidin-4-one ClC=1C2=CN(N=C2C=CC1C1=CNC=2N=C(N(C(C21)=O)C)N2[C@H]1CNCC[C@@H]2CC1)C |r|